C1(CC1)N1N=C2N(C=CC(=C2)N2CC3C(C=4C=C(C=NC24)C(=O)N2CCC(CC2)(F)F)C3)C1=O 2-Cyclopropyl-7-(6-(4,4-difluoropiperidine-1-carbonyl)-1,1a,2,7b-tetrahydro-3H-cyclopropa[c][1,8]naphthyridin-3-yl)-[1,2,4]triazolo[4,3-a]pyridin-3(2H)-one